C(#N)C1=C(C(=NC(=C1)CC1=C(C=C(C=C1C)F)C)C(CCC(=O)O)=O)O 4-[4-Cyano-6-(4-fluoro-2,6-dimethyl-benzyl)-3-hydroxy-pyridin-2-yl]-4-oxo-butyric acid